L-(+)-Selenomethionine C[Se]CC[C@@H](C(=O)O)N